tert-Butyl ((5,6,7,8-tetrahydro-2,6-naphthyridin-3-yl)methyl)carbamate C1=NC(=CC=2CNCCC12)CNC(OC(C)(C)C)=O